magnesium aluminum silicate sodium salt [Na+].[Si]([O-])([O-])([O-])[O-].[Al+3].[Mg+2]